C1(=CC=CC=C1)C1=C(C=CC(=C1)C1=CC=CC=C1)Br 2,4-diphenyl-bromobenzene